FC(C)(F)C=1C=C(SC1)NC(=O)C1C(=NN(C1=O)C1=CC=C(C=C1)OC(F)(F)F)C N-(4-(1,1-difluoroethyl)thiophen-2-yl)-3-methyl-5-oxo-1-(4-(trifluoromethoxy)phenyl)-4,5-dihydro-1H-pyrazole-4-carboxamide